5-{2-amino-[1,2,4]triazolo-[1,5-a]pyridin-7-yl}-N-{1-[2-fluoro-5-(trifluoro-methoxy)phenyl]ethyl}-2-methylpyridine-3-carboxamide NC1=NN2C(C=C(C=C2)C=2C=C(C(=NC2)C)C(=O)NC(C)C2=C(C=CC(=C2)OC(F)(F)F)F)=N1